N-((1S,3R)-3-(3-(2-(3-methylisoxazol-5-yl)acetamido)-1H-pyrazol-5-yl)cyclopentyl)benzamide CC1=NOC(=C1)CC(=O)NC1=NNC(=C1)[C@H]1C[C@H](CC1)NC(C1=CC=CC=C1)=O